glycylglycinyl-L-phenylalanylglycine NCC(=O)NCC(=O)N[C@@H](CC1=CC=CC=C1)C(=O)NCC(=O)O